C(C)N1CCC(CC1)C1=CC=CC(=N1)CO (6-(1-ethylpiperidin-4-yl)pyridin-2-yl)methanol